C(C=C)(=O)OCCCCCC\C=C\CCCC (E)-dodec-7-en-1-yl acrylate